(E)-N-{1-[(6-chloropyridin-3-yl)methyl]pyridine-2(1H)-ylidene}-2,2,2-trifluoroacetamide ClC1=CC=C(C=N1)CN1\C(\C=CC=C1)=N\C(C(F)(F)F)=O